3-(3-dimethylamino-propionyl)-5-methyl-7-(4-chlorophenyl)coumarin CN(CCC(=O)C=1C(OC2=CC(=CC(=C2C1)C)C1=CC=C(C=C1)Cl)=O)C